(4-iodophenyl)-3-methylbut-2-enamide IC1=CC=C(C=C1)C(C(=O)N)=C(C)C